N-cyclooctyl-4-fluoro-6-methyl-1H-pyrrolo[2,3-b]pyridine-2-carboxamide C1(CCCCCCC1)NC(=O)C1=CC=2C(=NC(=CC2F)C)N1